CC1=C2C(=C3CC[C@@H](NC3=C1)C)N=C(N2CCN2CCOCC2)CCN2C(C=CC=C2)=O methyl-(S)-7-methyl-3-(2-morpholinoethyl)-2-(2-(2-oxopyridin-1(2H)-yl)ethyl)-3,7,8,9-tetrahydro-6H-imidazo[4,5-f]quinoline